Terpinenen C12=C(C(=CC(C1(C)C)C2)C=2C(=C1C(C(C2C=2C(=C3C(C(C2)C3)(C)C)C)C1)(C)C)C)C